N-(5-(Methylthio)-1,3,4-thiadiazol-2-yl)-5-(2-phenylpyrrolidin-1-yl)-1,2,4-oxadiazole-3-carboxamide CSC1=NN=C(S1)NC(=O)C1=NOC(=N1)N1C(CCC1)C1=CC=CC=C1